C1(=CC=C(C=C1)[C@H](C)NC(OC1=CC=C(C=C1)[N+](=O)[O-])=O)C 4-nitrophenyl (S)-(1-(p-tolyl)ethyl)carbamate